tert-Butyl (3R)-3-{[5-(2-chlorophenyl)-1-trityl-1H-indazol-3-yl]carbamoyl}piperidine-1-carboxylate ClC1=C(C=CC=C1)C=1C=C2C(=NN(C2=CC1)C(C1=CC=CC=C1)(C1=CC=CC=C1)C1=CC=CC=C1)NC(=O)[C@H]1CN(CCC1)C(=O)OC(C)(C)C